O=C1NCCCCCCNCC1 oxo-1,5-diazacycloundecane